C(#N)C1=CC(=C(COC=2C=C(C=CC2)C2=C(C=C(C=C2)CC2=NC3=C(N2C[C@@H]2OCCC2)C=C(C=C3)C(=O)O)F)C=C1)F (R)-2-((3'-(4-cyano-2-fluorobenzyloxy)-2-fluorobiphenyl-4-yl)methyl)-1-((tetrahydrofuran-2-yl)methyl)-1H-benzo[d]imidazole-6-carboxylic acid